2-(2-bromoethoxy)phenyl-3-(4-fluorophenyl)-2-propen-1-one BrCCOC1=C(C=CC=C1)C(C=CC1=CC=C(C=C1)F)=O